OC1=C(C=CC(=C1)O)C(CCC(=O)NCC(=O)O)C N-[4-(2,4-dihydroxyphenyl)pentanoyl]Glycine